2-Ethyl hexenyl-lauryl ether C(=CCCCC)CCCCCCCCCCCCOCC